CC1=CC=C(C(=O)O[C@H](C(=O)O)[C@@H](C(=O)O)OC(C2=CC=C(C=C2)C)=O)C=C1 (2S,3S)-2,3-bis(4-methylbenzoyloxy)-butanedioic acid